5-[2-Methoxy-4-(1H-pyrazol-4-yl)phenyl]-N-methyl-N-(piperidin-4-yl)[1,3]thiazolo[5,4-d][1,3]thiazol-2-amin Hydrochlorid Cl.COC1=C(C=CC(=C1)C=1C=NNC1)C=1SC2=C(N1)SC(=N2)N(C2CCNCC2)C